(E)-2-fluoro-3-phenylbut-2-en-1-ol F\C(\CO)=C(/C)\C1=CC=CC=C1